2-{[(3-{bis[(4-methoxyphenyl)methyl]amino}-6-methoxy-1,2-diazepin-4-yl)methyl]amino}ethan-1-ol COC1=CC=C(C=C1)CN(C1=NNC=C(C=C1CNCCO)OC)CC1=CC=C(C=C1)OC